[Au](Cl)(Cl)Cl.C(CN)N Ethylenediamine gold chloride